C(C1=CC=CC=C1)O[C@@H]1[C@H](NC[C@@H]([C@H]1OCC1=CC=CC=C1)OCC1=CC=CC=C1)C (2r,3r,4r,5s)-3,4,5-tris(benzyloxy)-2-methylpiperidine